CC1(OB(OC1(C)C)C1=CC=C(C=C1)NC(\C=C\C)=O)C (E)-N-(4-(4,4,5,5-tetramethyl-1,3,2-dioxaborolan-2-yl)phenyl)but-2-enamide